C(C)C1OC=2CCCC(C2[C@H](C1)CC)=O (4S)-2,4-diethyl-2,3,4,6,7,8-hexahydro-5H-chromen-5-one